ClC1=CC=CC2=C1C1=C(O2)C=2C=CC=CC2C(=C1)C1=C(C(=C(C(=C1[2H])[2H])[2H])[2H])[2H] 7-chloro-5-(phenyl-d5)naphtho[1,2-b]benzofuran